C1(CCC1)C(=O)N1CCC(CC1)C1=NC=C(C=N1)C=1C=CC=2N(C1)C(=C(N2)CC)N(C=2SC(=C(N2)C2=CC=C(C=C2)F)C#N)C 2-((6-(2-(1-(cyclobutanecarbonyl)piperidin-4-yl)pyrimidin-5-yl)-2-ethylimidazo[1,2-a]pyridin-3-yl)(methyl)amino)-4-(4-fluorophenyl)thiazole-5-carbonitrile